BrCCOCCBr 2-bromoethyl ether